(S)-1-(tert-butyldimethylsilyloxy)propan-one [Si](C)(C)(C(C)(C)C)OCC(C)=O